4-chloro-N-[3-fluoro-5-(phenylethynyl)pyridin-2-yl]-1-{[(1S,2S,4R)-7-oxabicyclo[2.2.1]heptan-2-yl]methyl}-1H-pyrazole-5-carboxamide ClC=1C=NN(C1C(=O)NC1=NC=C(C=C1F)C#CC1=CC=CC=C1)C[C@H]1[C@@H]2CC[C@H](C1)O2